benzyl (2S)-2-(tert-butoxycarbonylamino)-4-sulfanyl-butanoate C(C)(C)(C)OC(=O)N[C@H](C(=O)OCC1=CC=CC=C1)CCS